CN(C1CCN(CC1)C1=C(C=C(C=C1)C1=NC=2C=CC=CC2C=2N1N(C(C2C2CCOCC2)=O)C)F)C (4-(4-(dimethylamino)piperidin-1-yl)-3-fluorophenyl)-3-methyl-1-(tetrahydro-2H-pyran-4-yl)pyrazolo[1,5-c]quinazolin-2(3H)-one